O=C1NC(CCC1NC(=O)C1=NC=C(C=C1)OCCCCCO)=O N-(2,6-dioxopiperidin-3-yl)-5-(5-hydroxypentyloxy)pyridineamide